The molecule is an unsaturated fatty acyl-CoA that results from the formal condensation of the thiol group of coenzyme A with the carboxy group of (6Z,9Z,12Z,15Z,18Z)-tetracosapentaenoic acid. It is a member of the n-6 PUFA and is the product of linoleic acid metabolism. It has a role as a mouse metabolite. It is an unsaturated fatty acyl-CoA and a very long-chain fatty acyl-CoA. It is a conjugate acid of a (6Z,9Z,12Z,15Z,18Z)-tetracosapentaenoyl-CoA(4-). CCCCC/C=C\\C/C=C\\C/C=C\\C/C=C\\C/C=C\\CCCCC(=O)SCCNC(=O)CCNC(=O)[C@@H](C(C)(C)COP(=O)(O)OP(=O)(O)OC[C@@H]1[C@H]([C@H]([C@@H](O1)N2C=NC3=C(N=CN=C32)N)O)OP(=O)(O)O)O